N[C@H]1C2(CN3C=CC=C13)CCN(CC2)C2=CC(N(C(=N2)C)C2=C(C(=CC=C2)Cl)Cl)=O (S)-6-(1'-amino-1'H,3'H-spiro[piperidine-4,2'-pyrrolizine]-1-yl)-3-(2,3-dichlorophenyl)-2-methylpyrimidin-4(3H)-one